2-(6-(2-(5-cyclopropoxy-2-fluorobenzyl)-2H-tetrazol-5-yl)pyridin-2-yl)-2-hydroxypropane-1-sulfonamide C1(CC1)OC=1C=CC(=C(CN2N=C(N=N2)C2=CC=CC(=N2)C(CS(=O)(=O)N)(C)O)C1)F